COCC1=NC2=C(N1)C=C(C=C2C(=O)NC2=CC=CC=C2)NC(=O)C2=C(C=CC=C2)C(F)(F)F 2-(Methoxymethyl)-N-phenyl-6-({[2-(trifluoromethyl)phenyl]carbonyl}amino)-1H-benzoimidazole-4-carboxamide